tert-butyl (E)-3-(4-(3-amino-2-((4-((2-amino-6-methoxy-4-(methoxycarbonyl)phenyl)amino)but-2-en-1-yl)amino)-5-carbamoylphenoxy)but-2-yn-1-yl)azetidine-1-carboxylate NC=1C(=C(OCC#CCC2CN(C2)C(=O)OC(C)(C)C)C=C(C1)C(N)=O)NC\C=C\CNC1=C(C=C(C=C1OC)C(=O)OC)N